C(#N)N1[C@H]2[C@@H](C[C@@H]1CC2)NC(CCCC2=C(C=CC(=C2)Cl)Cl)=O N-((1R,2R,4S)-7-cyano-7-azabicyclo[2.2.1]heptan-2-yl)-4-(2,5-dichlorophenyl)butanamide